ClC1=NC=C(C(=N1)S(=O)(=O)C)C1(CCC1)NC(OC(C)(C)C)=O tert-butyl (1-(2-chloro-4-(methylsulfonyl)pyrimidin-5-yl)cyclobutyl)carbamate